NC1=NC=CC=C1N1CCN(CC1)C(=O)OCCCC butyl 4-(2-aminopyridin-3-yl)piperazine-1-carboxylate